1,1-difluoro-N-((6S,7S)-5-((S)-3-fluoro-2-hydroxypropanoyl)-6-((2,3',5,5'-tetrafluoro-[1,1'-biphenyl]-3-yl)methyl)-5-azaspiro[2.4]heptan-7-yl)methanesulfonamide FC(S(=O)(=O)N[C@@H]1[C@@H](N(CC12CC2)C([C@@H](CF)O)=O)CC=2C(=C(C=C(C2)F)C2=CC(=CC(=C2)F)F)F)F